O=C1NC(CCC1N1C(C2=CC=C(C=C2C1)CNC(=O)C1=NN(C2=CC=CC=C12)C)=O)=O N-((2-(2,6-dioxopiperidin-3-yl)-1-oxoisoindolin-5-yl)methyl)-1-methyl-1H-indazole-3-carboxamid